C1CN(CCC12CCCCC2)CCCCCSC2=C1CN(C(C1=CC=C2)=O)C2C(NC(CC2)=O)=O 3-(4-((5-(3-azaspiro[5.5]undecan-3-yl)pentyl)thio)-1-oxoisoindolin-2-yl)piperidine-2,6-dione